(E)-2-[2-(dimethylamino)-4-pyrimidinylcarbonylamino]-5,5-dimethyl-3-hexenoic acid CN(C1=NC=CC(=N1)C(=O)NC(C(=O)O)\C=C\C(C)(C)C)C